Cl.Cl.C[C@@H]1NCC[C@@H]1N1CCN(CC1)C(C([2H])([2H])[2H])C([2H])([2H])[2H] 1-((2S,3S)-2-Methylpyrrolidin-3-yl)-4-(propan-2-yl-1,1,1,3,3,3-d6)piperazine dihydrochloride